C(C1=CC=CC=C1)N1C(C=NC2=CC(=CC=C12)NC(=O)NC1(CCC1)C)=O 1-(1-benzyl-2-oxoquinoxalin-6-yl)-3-(1-methylcyclobutyl)urea